ClC=1C=C(C=CC1N1C=NC(=C1)Cl)NC1=NN2C(N(CCC2)C2=CC(=C(C=C2)F)F)=N1 N-[3-chloro-4-(4-chloroimidazol-1-yl)phenyl]-4-(3,4-difluorophenyl)-6,7-dihydro-5H-[1,2,4]triazolo[1,5-a]pyrimidin-2-amine